(1R,5S)-3-[3-chloro-5-(2,6-difluorophenyl)-6H-pyrazolo[1,5-a][1,3,5]benzotriazepin-9-yl]-8-oxa-3-azabicyclo[3.2.1]octane ClC=1C=NN2C1N=C(NC1=C2C=C(C=C1)N1C[C@H]2CC[C@@H](C1)O2)C2=C(C=CC=C2F)F